ClC=1N=C(N(C1)C)C1=CC=C(CN2C3=NC(=NC=C3N(C2=N)C)C2=C(C=CC=C2)C(=C)C)C=C1 9-(4-(4-chloro-1-methyl-1H-imidazol-2-yl)benzyl)-7-methyl-2-(2-(prop-1-en-2-yl)phenyl)-7,9-dihydro-8H-purin-8-imine